1-(bicyclo[2.2.1]hept-5-en-2-ylmethyl)-3,4-diethyl-1H-pyrrole-2,5-dione C12C(CC(C=C1)C2)CN2C(C(=C(C2=O)CC)CC)=O